(3-(4,6-dimethylpyrimidin-2-yl)-3,8-diazabicyclo[3.2.1]octane-8-yl)(2-fluoro-6-(2H-1,2,3-triazol-2-yl)phenyl)methanone CC1=NC(=NC(=C1)C)N1CC2CCC(C1)N2C(=O)C2=C(C=CC=C2N2N=CC=N2)F